N[C@@H]1C2=CC=CC=C2CC12CCN(CC2)C2=C(C=NC(=N2)N)C(=C)C2=NNCC2 (S)-6-(1-amino-1,3-dihydrospiro[indene-2,4'-piperidine]-1'-yl)-3-(1-(2-aminopyrimidin-5-yl)vinyl)-1,5-dihydro-4H-pyrazole